3-methoxy-4-(3-methyl-6-(pyrazolo[1,5-a]pyrimidin-3-yl)-1H-pyrazolo[4,3-c]pyridin-1-yl)phenol COC=1C=C(C=CC1N1N=C(C=2C=NC(=CC21)C=2C=NN1C2N=CC=C1)C)O